ClC1=C(C=CC(=C1)N(C)C1=C2C=C(C(N(C2=CC(=C1)CC)C)=O)C)C=1C=C(C(=NC1)C(=O)OC)C Methyl 5-(2-chloro-4-((7-ethyl-1,3-dimethyl-2-oxo-1,2-dihydroquinolin-5-yl)(methyl)amino)phenyl)-3-methylpicolinate